ON1C(C=2C(C1=O)=CC=CC2)=O N-Hydroxyphthalimid